(2S,6R)-2-hydroxy-2-methyl-6-methylamino-6-(4-(trifluoromethyl)phenyl)cyclohexan-1-one sulfate S(=O)(=O)(O)O.O[C@@]1(C([C@@](CCC1)(C1=CC=C(C=C1)C(F)(F)F)NC)=O)C